(R)-3-amino-4-(3-benzothienyl)-butyric acid N[C@@H](CC(=O)O)CC1=CSC2=C1C=CC=C2